CC1(OC=2C=C(C=CC2C=2N=C(SC21)N)C(F)(F)F)C 4,4-dimethyl-7-(trifluoromethyl)-4H-chromeno[4,3-d]thiazol-2-amine